C1(=CC=CC=C1)C1=NC2=CC=CC=C2C(C1OCC1=CC=C(C=C1)OC)=O 2-phenyl-3-(4-methoxybenzyloxy)-quinolin-4-one